NC1CC(C1)[C@H](C)NC=1C=C(C=C(C1OC(F)(F)F)F)C1=NNC(O1)=O 5-[3-({(1S)-1-[(1S,3R)-3-aminocyclobutyl]ethyl}amino)-5-fluoro-4-(trifluoromethoxy)phenyl]-1,3,4-oxadiazol-2(3H)-one